5-amino-1-(oxetan-3-yl)-3-(2-phenylquinolin-7-yl)-1H-pyrazole-4-carboxamide NC1=C(C(=NN1C1COC1)C1=CC=C2C=CC(=NC2=C1)C1=CC=CC=C1)C(=O)N